((3R)-1-(3-chloropyridin-2-yl)-3-methoxycyclopentyl)methylamine ClC=1C(=NC=CC1)C1(C[C@@H](CC1)OC)CN